COC1=CC=C2C=CC(C2=C1)=O 6-methoxyindenone